N[C@@H](CO)C1=CC(=CC=C1)Br (R)-2-amino-2-(3-bromophenyl)ethan-1-ol